3-phenylcyclobutan-1-one C1(=CC=CC=C1)C1CC(C1)=O